ClC1=C2C(=NN(C2=C(C=C1)[N+](=O)[O-])CC(F)(F)F)NS(=O)(=O)C N-(4-chloro-7-nitro-1-(2,2,2-trifluoroethyl)-1H-indazol-3-yl)methanesulfonamide